C(CCCCCCCCC)C1=CC=C(C=C1)C1=NOC(=N1)CNC(C[C@H](CNC(OC(C)(C)C)=O)O)=O tert-butyl (R)-(4-(((3-(4-decylphenyl)-1,2,4-oxadiazol-5-yl)methyl)amino)-2-hydroxy-4-oxobutyl)carbamate